isopropyl-naphthalenesulfonic acid sodium salt [Na+].C(C)(C)C1=C(C2=CC=CC=C2C=C1)S(=O)(=O)[O-]